5-amino-3-(2-(3-fluorophenyl)-4-methoxyquinolin-7-yl)-1-(3-hydroxy-3-methylcyclobutyl)-1H-pyrazole-4-carbonitrile NC1=C(C(=NN1C1CC(C1)(C)O)C1=CC=C2C(=CC(=NC2=C1)C1=CC(=CC=C1)F)OC)C#N